2,3-Dichloronaphthalin ClC1=CC2=CC=CC=C2C=C1Cl